C1(CC1)C1=NC(=CC(=C1)C1=NC=C(C=C1C1=NN=CN1C)C(=O)N)N1C(C2=C3C(C=CC=C13)=CC(=C2)CN2C[C@H](CCC2)C)=O (S)-2'-cyclopropyl-3-(4-methyl-4H-1,2,4-triazol-3-yl)-6'-(4-((3-methylpiperidin-1-yl)methyl)-2-oxobenzo[cd]indol-1(2H)-yl)-[2,4'-bipyridine]-5-carboxamide